OC1=C(C(N(C=C1)C)=O)NC(N[C@@H](CC(=O)O)C=1C=C(C=C(C1)F)C1=C(C=C(C=C1)F)F)=O (S)-3-(3-(4-hydroxy-1-methyl-2-oxo-1,2-dihydropyridin-3-yl)ureido)-3-(2',4',5-trifluorobiphenyl-3-yl)propanoic acid